3-[5-(4-chlorophenyl)-2,3-dimethyl-isoxazolidin-3-yl]-pyridine ClC1=CC=C(C=C1)C1CC(N(O1)C)(C)C=1C=NC=CC1